5-(5-Bromo-7-fluoro-3,4-dihydro-2H-quinolin-1-yl)-7-fluoro-1-methyl-[1,2,4]triazolo[4,3-a]quinazoline BrC1=C2CCCN(C2=CC(=C1)F)C1=NC=2N(C3=CC=C(C=C13)F)C(=NN2)C